NC1=C2C(=NC=N1)N(N=C2C2=CC=C(CNC(C1=C(C=CC(=C1)F)OC)=O)C=C2)C2CCNCC2 N-(4-(4-amino-1-(piperidin-4-yl)-1H-pyrazolo[3,4-d]pyrimidin-3-yl)benzyl)-5-fluoro-2-methoxybenzamide